FC(OCCCCCCCCCCCCCCCCCC)F 1-(difluoromethoxy)octadecane